C1(CC1)C([C@@H](C(NC=1C=NN(C1)[C@H](C)C=1C(NC=CC1)=O)=O)NC(=O)C=1N(N=CC1)C(C)C)C1CC1 N-[(1S)-1-(dicyclopropylmethyl)-2-oxo-2-[[1-[(1R)-1-(2-oxo-1H-pyridin-3-yl)ethyl]pyrazol-4-yl]amino]ethyl]-2-isopropyl-pyrazole-3-carboxamide